N,N'-di(aminoethyl)-piperazine NCCN1CCN(CC1)CCN